furyl thiocarboxylate C(=S)OC=1OC=CC1